1-(4-fluorobenzenesulfonyl)-1H-indole-3-carbaldehyde FC1=CC=C(C=C1)S(=O)(=O)N1C=C(C2=CC=CC=C12)C=O